3,3-dimethylcyclohexan CC1(CCCCC1)C